C1(=CC=CC=C1)C=1C(=C(C2=C(C(=C(C12)C1=CC=CC=C1)C1=CC=CC=C1)C1=CC=CC=C1)C1=CC=CC=C1)C1=CC=CC=C1 hexaphenylpentalene